CN1N=CC(=C1)NC(=O)[C@@H]1N(CCC1)C(=O)OC(C)(C)C tert-butyl (2R)-2-[(1-methylpyrazol-4-yl)carbamoyl]pyrrolidine-1-carboxylate